N1=C(C=CC=C1)CNC(C(=O)O)C.BrCC(CC(=O)C1=CC=C(C=C1)CCCCCCCCC)=O 4-bromo-1-(4-n-nonylphenyl)butane-1,3-dione (pyridin-2-ylmethylamino)propanoate